C(#C)C1=C2C(=CC(=CC2=CC=C1F)O)C1=C(C=2N=C(N=C(C2C=N1)NC1(CC1)CF)OC[C@]12CCCN2C[C@@H](C1)F)F 5-ethynyl-6-fluoro-4-(8-fluoro-4-((1-(fluoromethyl)cyclopropyl)amino)-2-(((2R,7aS)-2-fluorotetrahydro-1H-pyrrolizin-7a(5H)-yl)methoxy)pyrido[4,3-d]pyrimidin-7-yl)naphthalen-2-ol